CN1CCC(CC1)C(=O)N1CC=2NC(=NC2C1)C1=NC=CC(=C1)C1=C2N(N=C1C1=NC(=CC=C1)C)CCC2 (1-Methylpiperidin-4-yl)(2-(4-(2-(6-methylpyridin-2-yl)-5,6-dihydro-4H-pyrrolo[1,2-b]pyrazol-3-yl)pyridin-2-yl)-4,6-dihydropyrrolo[3,4-d]imidazol-5(1H)-yl)ketone